ClC=1C=NN(C(C1Cl)=O)CC(=O)NC=1C=CC(=C(C1)S(=O)(=O)N(C)[C@@H](C(=O)O)C)C (R)-2-(5-(2-(4,5-dichloro-6-oxopyridazin-1(6H)-yl)acetamido)-N,2-dimethylphenylsulfonamido)propanoic acid